5-((2-(2,6-dioxopiperidin-3-yl)-1-Oxoisoindolin-4-yl)amino)valeric acid O=C1NC(CCC1N1C(C2=CC=CC(=C2C1)NCCCCC(=O)O)=O)=O